(S)-8-(1-(6-(4-fluoro-1H-pyrazol-1-yl)pyridin-3-yl)ethyl)-2,5,8-triazaspiro[3.5]nonane-6,9-dione FC=1C=NN(C1)C1=CC=C(C=N1)[C@H](C)N1CC(NC2(CNC2)C1=O)=O